BrC=1C=C(OCC(=O)OCC)C=CC1CC1=C(C(=C(C=C1)O)C(C)C)F ethyl 2-(3-bromo-4-(2-fluoro-4-hydroxy-3-isopropylbenzyl)phenoxy)acetate